5-(2-bromo-3-(10-(tert-butyl)-7H-benzo[c]carbazol-7-yl)phenyl)-2-(tert-butyl)-5H-benzo[b]carbazole BrC1=C(C=CC=C1N1C=2C=CC(=CC2C=2C3=C(C=CC12)C=CC=C3)C(C)(C)C)N3C1=CC=C(C=C1C=1C=C2C(=CC31)C=CC=C2)C(C)(C)C